C(C)(C)(C)OC(N[C@@H](CN1N=C(C=C1)C1=CC(=C(C=C1)C#N)Cl)C)=O (R)-(1-(3-(3-chloro-4-cyanophenyl)-1H-pyrazol-1-yl)propan-2-yl)carbamic acid tert-butyl ester